FC1=CC=C(C=C1)N(C(OC1=C(C=C(C=C1C(F)(F)F)C(F)(F)F)N1C(NC=C1)=O)=O)C([2H])([2H])[2H] 2-(2-oxo-2,3-dihydro-1H-imidazol-1-yl)-4,6-bis(trifluoromethyl)phenyl 4-fluorophenyl(methyl-d3)carbamate